CC1(CCCC(=C1)O)C The molecule is a alicyclic compound that is 3,3-dimethylcyclohex-1-ene carrying a single hydroxy group at position 1. It is an enol and an alicyclic compound.